COC=1C=C(C=C(C1)OC)C1CCC=2C(=NN(C2C1)C1OCCCC1)[C@@H]1[C@H](COC1)O (3R,4S)-4-(6-(3,5-dimethoxyphenyl)-1-(tetrahydro-2H-pyran-2-yl)-4,5,6,7-tetrahydro-1H-indazol-3-yl)tetrahydrofuran-3-ol